ClC=1C(=C(C(=CC1N1C[C@](CC1)(C)CO)F)S(=O)(=O)N(C1=NC(=CC=C1)F)CC1=C(C=C(C=C1)OC)OC)F (R)-3-chloro-N-(2,4-dimethoxybenzyl)-2,6-difluoro-N-(6-fluoropyridin-2-yl)-4-(3-(hydroxymethyl)-3-methylpyrrolidin-1-yl)benzenesulfonamide